CC(C)(C)[S@@](=O)N[C@@H](CC)C1=CC(=CC=C1)OC(F)(F)F (R)-2-methyl-N-((S)-1-(3-(trifluoromethoxy)phenyl)propyl)propane-2-sulfinamide